OCCOCCOCCOCCN(C(OCC1=CC=CC=C1)=O)C Benzyl (2-(2-(2-(2-hydroxyethoxy)ethoxy)ethoxy)ethyl)(methyl)carbamate